BrC1=NN2C(C=C(C=C2)C(C)(C)O)=N1 2-(2-bromo-[1,2,4]triazolo[1,5-a]pyridin-7-yl)propan-2-ol